4-[[3-(2,3-difluoro-4-methoxyphenyl)imidazo[1,2-a]pyrazin-8-yl]amino]-2-ethyl-N-[2-(5-guanidinopentanoylamino)ethyl]benzamide formate C(=O)O.FC1=C(C=CC(=C1F)OC)C1=CN=C2N1C=CN=C2NC2=CC(=C(C(=O)NCCNC(CCCCNC(=N)N)=O)C=C2)CC